5-(2,4-dimethyl-1,3-benzooxazol-6-yl)-2-(6-{[(3R,4S)-3-fluoro-2,2,6,6-tetramethylpiperidin-4-yl]oxy}pyridazin-3-yl)pyridin-3-ol dihydrochloride Cl.Cl.CC=1OC2=C(N1)C(=CC(=C2)C=2C=C(C(=NC2)C=2N=NC(=CC2)O[C@@H]2[C@@H](C(NC(C2)(C)C)(C)C)F)O)C